pentaanimine rhodium (III) trinitrate [N+](=O)([O-])[O-].[N+](=O)([O-])[O-].[N+](=O)([O-])[O-].[Rh+3].C(CCCC)=N